1,1,1,2,2,4,4,5,5,5-decafluoro-3-(perfluoroethyl)pentan-3-olate FC(C(C(C(C(F)(F)F)(F)F)([O-])C(C(F)(F)F)(F)F)(F)F)(F)F